CN1CCC(CC1)C=1C=CC=C2N=CC(=NC12)C=1C=NN(C1)C1CCN(CC1)C(CCCCCNC=1C=C2CN(C(C2=CC1)=O)C1C(NC(CC1)=O)=O)=O 3-(5-((6-(4-(4-(8-(1-methylpiperidin-4-yl)quinoxalin-2-yl)-1H-pyrazol-1-yl)piperidin-1-yl)-6-oxohexyl)amino)-1-oxoisoindolin-2-yl)piperidine-2,6-dione